C(C=C)[Si](CCl)(CC=C)CC=C triallyl(chloromethyl)silane